5-(4-((2-Ethyl-3-oxo-4H-quinoxalin-6-yl)methyl)piperazin-1-yl)-N-(methyl-d3)pyridine-2-Formamide C(C)C1=NC2=CC=C(C=C2NC1=O)CN1CCN(CC1)C=1C=CC(=NC1)C(=O)NC([2H])([2H])[2H]